FC=1C=C(C=CC1C=1C(=NC=CC1)C)N1C(OCC=N1)=O [3-fluoro-4-(2-methylpyridin-3-yl)phenyl]-3,6-dihydro-2H-1,3,4-oxadiazin-2-one